C1(=CC=CC=C1)N1N=NC(=C1N1CCCC1)CC1=CC=CC=C1 1-phenyl-4-benzyl-5-pyrrolidinyl-1,2,3-triazole